methyl trifluoromethyl-thio ether FC(SOC)(F)F